8-(2,4-Dichlorophenyl)-9-(4-((1-(3-fluoropropyl)azetidin-3-yliden)methyl)phenyl)-7-methyl-6,7-dihydro-5H-benzo[7]annulen ClC1=C(C=CC(=C1)Cl)C=1C(CCC2=C(C1C1=CC=C(C=C1)C=C1CN(C1)CCCF)C=CC=C2)C